CC1=CC=C(C=C1)S(=O)(=O)OCCOCCOCCOCCN(C(=O)OC(C)(C)C)C1=CC2=C(N=C(S2)C2=CC=C(C=C2)C=2C=NC(=CC2)N(C)C)C=C1 2-[2-[2-[2-[[2-[4-[6-(dimethylamino)pyridin-3-yl]phenyl]-1,3-benzothiazol-6-yl]-[(2-methylpropan-2-yl)oxycarbonyl]-amino]ethoxy]ethoxy]ethoxy]ethyl 4-methylbenzenesulfonate